CC1(CN(C1)C1=NC(=CC(=C1)N1CCC=2C=C(N=CC2C1)C(=O)O)F)C 7-(2-(3,3-Dimethylazetidin-1-yl)-6-fluoropyridin-4-yl)-5,6,7,8-tetrahydro-2,7-naphthyridine-3-carboxylic acid